N1=CNC2=C1CCCC2 4,5,6,7-tetrahydrobenzimidazole